(R)-4-(4,4-diethyl-2-imino-6-oxotetrahydropyrimidin-1(2H)-yl)-N-((3S,4R)-3-hydroxy-2,2-dimethylchroman-4-yl)-3,4-dihydro-2H-pyrano[3,2-b]pyridine-6-carboxamide C(C)C1(NC(N(C(C1)=O)[C@@H]1CCOC=2C1=NC(=CC2)C(=O)N[C@H]2[C@@H](C(OC1=CC=CC=C21)(C)C)O)=N)CC